CC=1NCC(N1)C(=O)[O-] 4,5-dihydro-2-methylimidazole-4-carboxylate